C(C(C)C)C1=CC=C(C=C1)C(CCl)C 2-(4-isobutylphenyl)propanyl chloride